Cl.COC[C@@H]1N(C[C@H](NC1)C)CC(=O)N1CC(C=2C=NC(=CC21)N2C(CCC2)=O)(C)C 1-(1-{2-[(2R,5R)-2-(Methoxymethyl)-5-methylpiperazin-1-yl]-acetyl}-3,3-dimethyl-1H,2H,3H-pyrrolo[3,2-c]pyridin-6-yl)-pyrrolidin-2-one, hydrochloride salt